C(C)NC1=NC(=NC(=N1)NCC)SC N2,N4-diethyl-6-methylthio-1,3,5-triazine-2,4-diamine